N-Methylsarcosine CN(C)CC(=O)O